C(C)(C)(C)OC(=O)N1C(CNCC1)C1=CC=C(C=C1)CCN [4-(2-aminoethyl)phenyl]piperazine-1-carboxylic acid tert-butyl ester